5-methyl-2-propyl-pyrazol-3-amine CC=1C=C(N(N1)CCC)N